C1(=CC(=C(C=C1)C(=O)O)C(=O)O)C1=CC(=CC=C1)C(=O)O 3,4,3'-biphenyltricarboxylic acid